bis(ethylamino)silane C(C)N[SiH2]NCC